FC1=CC=C(C=C1)C=1N=CN(C1C=1C=CC=2N(C1)C(=CN2)C(=O)N)C(CO)CC 6-(4-(4-fluorophenyl)-1-(1-hydroxybutan-2-yl)-1H-imidazol-5-yl)imidazo[1,2-a]pyridine-3-carboxamide